N-(2-(3-(dimethylamino)propoxy)-5-(3'-methyl-2'-oxo-2',3'-dihydrospiro[cyclopropane-1,1'-pyrrolo[2,3-c]quinolin]-8'-yl)pyridin-3-yl)pyrrolidine-1-sulfonamide CN(CCCOC1=NC=C(C=C1NS(=O)(=O)N1CCCC1)C1=CC=2C3=C(C=NC2C=C1)N(C(C31CC1)=O)C)C